3-(1-azabicyclo[2.2.2]oct-4-yloxy)-5-(5-methyl-1,3-thiazol-2-yl)benzonitrile N12CCC(CC1)(CC2)OC=2C=C(C#N)C=C(C2)C=2SC(=CN2)C